CC1(CN(CCC1=O)C(=O)OC(C)(C)C)C tert-butyl 3,3-dimethyl-4-oxo-piperidine-1-carboxylate